FC1(C2=CC=CC=C2C=2C=C(C=CC12)C(=O)NCC(=O)N1[C@@H](C[C@](C1)(F)COCCCCCC(=O)OCC)C(=O)O)F (2S,4R)-1-((9,9-difluoro-9H-fluorene-3-carbonyl)glycyl)-4-(((6-ethoxy-6-oxohexyl)oxy)methyl)-4-fluoropyrrolidine-2-carboxylic acid